(2S)-3-(6-cyano-1H-indol-3-yl)-2-({[(9H-fluoren-9-yl)methoxy]carbonyl}amino)propanoic acid C(#N)C1=CC=C2C(=CNC2=C1)C[C@@H](C(=O)O)NC(=O)OCC1C2=CC=CC=C2C=2C=CC=CC12